C(C)(C)(C)OC(=O)N1C2(CC3(CN(C3=O)OCC3=CC=CC=C3)C1)C(N(C2)OCC2=CC=CC=C2)=O.C2(=C(C=CC=C2)C2=C1C=CC=CC1=C(C1=CC3=CC=CC=C3C=C21)C2=C(C=CC=C2)C2=CC=CC=C2)C2=CC=CC=C2 5,12-bis(biphenyl-2-yl)tetracene tert-butyl-2,8-bis(benzyloxy)-1,7-dioxo-2,8,10-triazadispiro[3.1.36.24]undecane-10-carboxylate